3,3-dimethyl-2-oxoindoline-5-carboxylic acid CC1(C(NC2=CC=C(C=C12)C(=O)O)=O)C